(R)-1-(3-fluorophenyl)ethyl (4-(5-((methoxycarbonyl)amino)-6-methylpyridin-2-yl)-1-methyl-1H-pyrazol-5-yl)carbamate COC(=O)NC=1C=CC(=NC1C)C=1C=NN(C1NC(O[C@H](C)C1=CC(=CC=C1)F)=O)C